CN(C1=CC=C(C=C2C(N(C(N2C)=[Se])C2=CC=CC=C2)=O)C=C1)C 5-(4-(dimethylamino)benzylidene)-1-methyl-3-phenyl-2-selenoxoimidazolidin-4-one